FC1=C(C(=O)OC)C=CC=C1B1OC(C(O1)(C)C)(C)C methyl 2-fluoro-3-(4,4,5,5-tetramethyl-1,3,2-dioxaborolan-2-yl)benzoate